CC=1C=C2C(=C(NC2=C(C1)C)C1=CC=C(C=C1)F)C=O 5,7-DIMETHYL-2-(4-FLUOROPHENYL)-1H-INDOLE-3-CARBOXALDEHYDE